N-{2-[(4-methoxyphenyl)sulfanyl]ethyl}-6-methyl-4-[(1-methylcyclopropyl)amino]furo[2,3-d]pyrimidine-5-carboxamide COC1=CC=C(C=C1)SCCNC(=O)C1=C(OC=2N=CN=C(C21)NC2(CC2)C)C